1-[5-[4-[6-chloro-4-(trifluoromethyl)-2-pyridinyl]piperazin-1-yl]sulfonylindol-1-yl]-2-(2-hydroxyethylamino)ethanone ClC1=CC(=CC(=N1)N1CCN(CC1)S(=O)(=O)C=1C=C2C=CN(C2=CC1)C(CNCCO)=O)C(F)(F)F